O1C(CCCC1)N1N=CC=2C1=NC=C(C2)SCCC(=O)OC methyl 3-(1-tetrahydropyran-2-yl pyrazolo[3,4-b]pyridin-5-yl)sulfanylpropanoate